C(C)C1=C(C=CC(=C1)F)NC1=C(C(=O)NC=2C=NC(=CC2)OC)C=CC(=C1)C(F)(F)F 2-((2-ethyl-4-fluorophenyl)amino)-N-(6-methoxypyridin-3-yl)-4-(trifluoromethyl)benzamide